(S)-tert-butyl(1-oxo-1-(4-(3-(trifluoromethoxy)phenyl)piperazin-1-yl)propan-2-yl)carbamate C(C)(C)(C)OC(N[C@H](C(N1CCN(CC1)C1=CC(=CC=C1)OC(F)(F)F)=O)C)=O